FC=C1CC2CCCN2C1 2-(fluoro-methylene)tetrahydro-1H-pyrrolizine